[(4R)-4-(cyclopropylmethyl)-1-[[3-[[(1R,2R)-2-hydroxyindan-1-yl]carbamoyl]phenyl]methyl]-6-oxo-4-phenyl-hexahydropyrimidin-2-ylidene]ammonium C1(CC1)C[C@]1(NC(N(C(C1)=O)CC1=CC(=CC=C1)C(N[C@H]1[C@@H](CC2=CC=CC=C12)O)=O)=[NH2+])C1=CC=CC=C1